methyl (1R,2R,4S)-4-hydroxy-2-methoxycyclohexanecarboxylate O[C@@H]1C[C@H]([C@@H](CC1)C(=O)OC)OC